FC(C1=CC=C(C=C1)NC1=C2C=C(NC2=CC(=C1)NC(C)=O)C(=O)OCC)(F)F Ethyl 4-((4-trifluoromethylphenyl) amino)-6-acetylamino-1H-indole-2-carboxylate